N-(3-(difluoromethyl)-1-((1R,4R)-4-(hydroxymethyl)cyclohexyl)-1H-pyrazol-4-yl)-5-(2-oxo-6-azaspiro[3.3]heptan-6-yl)pyrazolo[1,5-a]pyrimidine-3-carboxamide FC(C1=NN(C=C1NC(=O)C=1C=NN2C1N=C(C=C2)N2CC1(CC(C1)=O)C2)C2CCC(CC2)CO)F